6-methoxy-2H-indazole-5-carboxylic acid methyl ester COC(=O)C1=CC2=CNN=C2C=C1OC